C(C)N1N=C(C(=C1)OCC1=CC=C(C=C1)OC)C 1-ethyl-4-[(4-methoxyphenyl)methoxy]-3-methyl-1H-pyrazole